ETHYL 2-((2-((3-FLUORO-2,4-DIMETHOXYPHENYL)AMINO)-2-OXOETHYL)THIO)-1H-IMIDAZOLE-4-CARBOXYLATE FC=1C(=C(C=CC1OC)NC(CSC=1NC=C(N1)C(=O)OCC)=O)OC